9,9-difluoro-6-azaspiro[4.5]decan-10-ol hydrochloride Cl.FC1(CCNC2(CCCC2)C1O)F